C(C)OC([C@@H](N(CC)C(=O)OCC)CC1=CC=CC=C1)=O N-(ethoxycarbonyl)-N-ethylphenylalanine ethyl ester